4-(3-((3,4-difluorobenzyl)carbamoyl)pyrrolidin-1-yl)-6-(4-fluorophenethyl)-2-isobutyl-5-(5-methyl-1,3,4-oxadiazol-2-yl)nicotinamide FC=1C=C(CNC(=O)C2CN(CC2)C2=C(C(=NC(=C2C(=O)N)CC(C)C)CCC2=CC=C(C=C2)F)C=2OC(=NN2)C)C=CC1F